5-bromo-1,3-thiazole-4-carboxylate BrC1=C(N=CS1)C(=O)[O-]